ClCC1=CC=C(C(=O)NC2=NC3=C(N2)C(=CC=C3C3=CC=CC=C3)OC)C=C1 4-Chloromethyl-N-(7-methoxy-4-phenyl-1H-benzoimidazol-2-yl)-benzamide